4-nitrophenyl (3,5-difluoro-4-{[3-(3-methoxyoxetan-3-yl)-1-{[2-(trimethylsilyl)ethoxy]methyl}-1H-pyrrolo[2,3-b]pyridin-4-yl]oxy}phenyl)carbamate FC=1C=C(C=C(C1OC1=C2C(=NC=C1)N(C=C2C2(COC2)OC)COCC[Si](C)(C)C)F)NC(OC2=CC=C(C=C2)[N+](=O)[O-])=O